di-tert-Butyl (4,46-dioxo-7,10,13,16,19,22,28,31,34,37,40,43-dodecaoxa-3,25,47-triazanonatetracontane-1,49-diyl)dicarbamate O=C(NCCNC(OC(C)(C)C)=O)CCOCCOCCOCCOCCOCCOCCNCCOCCOCCOCCOCCOCCOCCC(NCCNC(OC(C)(C)C)=O)=O